ClC=1N=CC2=C(N1)C(OC2=O)(CCC)C 2-chloro-7-methyl-7-propylfuro[3,4-d]pyrimidin-5(7H)-one